2-(2-chlorophenyl)-1-methyl-5-(8-(oxetan-3-yl)-1,2,3,4-tetrahydronaphthalen-2-yl)-4,5,6,7-tetrahydro-1H-imidazo[4,5-c]pyridine ClC1=C(C=CC=C1)C=1N(C2=C(CN(CC2)C2CC3=C(C=CC=C3CC2)C2COC2)N1)C